3-(ethylamino)-3-methylbutanal C(C)NC(CC=O)(C)C